5-bromo-4-methyl-isobenzofuran-1(3H)-one BrC=1C(=C2COC(C2=CC1)=O)C